4-[4-benzyloxy-1-(4-fluorophenyl)indol-2-yl]Cyclohexanecarbonitrile C(C1=CC=CC=C1)OC1=C2C=C(N(C2=CC=C1)C1=CC=C(C=C1)F)C1CCC(CC1)C#N